5-Amino-3-methylsulfanyl-1-[3-(triethoxysilyl)propyl]-1,2,4-triazole NC1=NC(=NN1CCC[Si](OCC)(OCC)OCC)SC